O1C2(C=CC=C1)NC1=CC=CC=C1C2 indolinespiropyran